tert-butyl (7R)-7-[[6-(7-isopropoxyimidazo[1,2-a]pyridin-3-yl)-2-pyridyl]amino]-5-azaspiro[2.4]heptane-5-carboxylate C(C)(C)OC1=CC=2N(C=C1)C(=CN2)C2=CC=CC(=N2)N[C@H]2CN(CC21CC1)C(=O)OC(C)(C)C